ethyl 8-bromo-3-((trifluoromethyl)thio)imidazo[1,2-a]pyridine-2-carboxylate BrC=1C=2N(C=CC1)C(=C(N2)C(=O)OCC)SC(F)(F)F